C(C)(C)(C)C1=CC2=C(C3=CC=CC=C3C(=C2C=C1)C1=CC2=CC=CC=C2C=C1)C1=CC2=CC=CC=C2C=C1 2-tert-butyl-9,10-di(naphth-2-yl)anthracene